CC1(OC([C@@H](O1)CN1N=CC(=C1)C=O)(C)C)C (S)-1-((2,2,5,5-tetramethyl-1,3-dioxolan-4-yl)methyl)-1H-pyrazole-4-carbaldehyde